6-Iodo-1-methyl-1,2-dihydro-3H-benzo[e]indole-3-carboximidamide 2,2,2-trifluoroacetic acid salt FC(C(=O)O)(F)F.IC1=CC=CC=2C=3C(CN(C3C=CC21)C(N)=N)C